5-(3-(4-((4-Ethylpiperazin-1-yl)methyl)phenyl)ureido)-N-phenylpentanamide C(C)N1CCN(CC1)CC1=CC=C(C=C1)NC(NCCCCC(=O)NC1=CC=CC=C1)=O